C(C)(CC)C=1OC2=CC=CC(=C2C(C1)=O)O 2-sec-butyl-5-hydroxychromone